CC=1C=C(C=CC1OC1=CC2=C(N(N=N2)C)C=C1)NC1=NC=NC2=C1N=C(N=C2)N2C1CN(C(C2)CC1)C(C=C)=O 1-(5-(8-((3-methyl-4-((1-methyl-1H-benzo[d][1,2,3]triazol-5-yl)oxy)phenyl)amino)pyrimido[5,4-d]pyrimidin-2-yl)-2,5-diazabicyclo[2.2.2]octan-2-yl)prop-2-en-1-one